methyl 2-(3,3-difluoropyrrolidin-1-yl)-5,7-dihydrofuro[3,4-b]pyridine-3-carboxylate FC1(CN(CC1)C1=C(C=C2C(=N1)COC2)C(=O)OC)F